ClC=1C(=CC2=C(C[C@@](O2)([C@H]2NCCC2)C2=CC=CC=C2)C1C1=C(C2=C(C=C1C(=O)N)C=1N(N=CC1O2)C)F)F (S)-6-((S)-5-Chloro-6-fluoro-2-phenyl-2-((S)-pyrrolidin-2-yl)-2,3-dihydrobenzofuran-4-yl)-5-fluoro-1-methyl-1H-benzofuro[3,2-c]pyrazole-7-carboxamide